C(C1=CC=CC=C1)NC(=O)C1=CC=C(C=C1)N1C2=C(NC(CC1=O)=O)C1=CC=CC=C1C=C2 5-(4-benzylcarbamoylphenyl)-1H-naphtho[1,2-B][1,4]diazepine-2,4(3H,5h)-dione